2-(Azetidin-3-yl)-3-((2,5-bis(trifluoromethyl)pyrazolo[1,5-a]pyrimidin-7-yl)amino)-2-(4-fluorophenyl)propan-1-ol N1CC(C1)C(CO)(CNC1=CC(=NC=2N1N=C(C2)C(F)(F)F)C(F)(F)F)C2=CC=C(C=C2)F